ClC1=CC(=C2C(=N1)N(C=N2)[C@@H]2[C@@H]1[C@H]([C@@H]3[C@H]2OC(O3)(C)C)C1)NCC 5-chloro-3-((3aR,3bR,4aS,5R,5aS)-2,2-dimethylhexahydrocyclopropa[3,4]cyclopenta[1,2-d][1,3]dioxol-5-yl)-N-ethyl-3H-imidazo[4,5-b]pyridin-7-amine